C(=O)(O)[C@H](CC(=O)C1=CC2=C(S1)C(=C(C=C2)O)Cl)C 2-((S)-3-carboxybutanoyl)-7-chloro-6-hydroxybenzo[b]thiophen